FC=1C=C2C(=C(NC2=C(C1)F)C1=CC=C(C=C1)F)C1CCC(CC1)NC(OCC1=CC=CC=C1)=O benzyl N-[4-[5,7-difluoro-2-(4-fluorophenyl)-1H-indol-3-yl]cyclohexyl]carbamate